(S)-quinuclidin-3-yl (6-(2-(methoxymethoxy)phenyl)-2,2-dimethyl-1,2,3,4-tetrahydronaphthalen-1-yl)carbamate COCOC1=C(C=CC=C1)C=1C=C2CCC(C(C2=CC1)NC(O[C@@H]1CN2CCC1CC2)=O)(C)C